CC(C(CNC(=O)[C@H]1C[C@H](CC1)C(=O)OC)=O)C cis-methyl 3-((3-methyl-2-oxobutyl)carbamoyl)cyclopentane-1-carboxylate